OC[C@H]1O[C@H](CN(C1)C(C1=CC=CC=C1)(C1=CC=CC=C1)C1=CC=CC=C1)N1C(NC(C(=C1)C(=O)OCC(F)(F)F)=O)=O 2,2,2-trifluoroethyl 1-((2R,6S)-6-(hydroxymethyl)-4-tritylmorpholin-2-yl)-2,4-dioxo-1,2,3,4-tetrahydropyrimidine-5-carboxylate